tert-Butyl 3-(1,4-dioxan-2-yl)-2-[5-methoxy-2-oxo-4-(4,4,5,5-tetramethyl-1,3,2-dioxaborolan-2-yl)pyridin-1(2H)-yl]propanoate O1C(COCC1)CC(C(=O)OC(C)(C)C)N1C(C=C(C(=C1)OC)B1OC(C(O1)(C)C)(C)C)=O